7-(1-(9H-purin-6-ylamino)ethyl)-6-(3-fluorophenyl)-3-methyl-5H-thiazolo[3,2-a]pyrimidin-5-one N1=CN=C2NC=NC2=C1NC(C)C=1N=C2N(C(C1C1=CC(=CC=C1)F)=O)C(=CS2)C